O(C(=S)[S-])C1=CC=CC=C1 Phenyl Xanthate